COC1=C(C=C(C=C1)S(=O)(=O)N)C 4-methoxy-3-methylbenzenesulfonamide